FC(\C=C(\C1=CC=CC=C1)/N1C=NC2=C1C=CC=C2)F (Z)-1-(3,3-difluoro-1-phenylprop-1-en-1-yl)-1H-benzo[d]imidazole